2-(3,8-diazabicyclo[3.2.1]octan-3-yl)-N-(4,4-difluorocyclohexyl)benzo[d]thiazole-6-carboxamide C12CN(CC(CC1)N2)C=2SC1=C(N2)C=CC(=C1)C(=O)NC1CCC(CC1)(F)F